8-((6-chloropyridin-3-yl)methyl)-3-(4-fluorophenyl)-2-thioxo-2,8-dihydropyrido[2,3-d]pyrimidin-4(3H)-one ClC1=CC=C(C=N1)CN1C=CC=C2C1=NC(N(C2=O)C2=CC=C(C=C2)F)=S